C[C@@H]1CC[C@@]2([C@H]([C@H]3[C@@H](O2)C[C@@H]4[C@@]3(CC[C@H]5[C@H]4C[C@H]([C@@H]6[C@@]5(C[C@H]([C@@H](C6)O)O)C)O)C)C)OC1 The molecule is an oxaspiro compound that is (25R)-5alpha-spirostan substituted by hydroxy groups at positions 2, 3 and 6 (the 2alpha,3beta,6beta stereoisomer). It has a role as a metabolite and an antineoplastic agent. It is an organic heterohexacyclic compound, a 3beta-hydroxy steroid, a 2alpha-hydroxy steroid and an oxaspiro compound. It derives from a hydride of a (25R)-5alpha-spirostan.